N-(3''-fluoro-4''-(((2-hydroxyethyl)(methyl)amino)methyl)-5''-methoxy-2,2'-dimethyl-[1,1':3',1''-terphenyl]-3-yl)-1-methyl-6-oxo-1,6-dihydropyrimidine-5-carboxamide FC=1C=C(C=C(C1CN(C)CCO)OC)C=1C(=C(C=CC1)C1=C(C(=CC=C1)NC(=O)C1=CN=CN(C1=O)C)C)C